sodium 1-[6-(morpholin-4-yl)pyrimidin-4-yl]-4-(1H-1,2,3-triazol-1-yl)-1H-pyrazol-5-ol N1(CCOCC1)C1=CC(=NC=N1)N1N=CC(=C1O)N1N=NC=C1.[Na]